C(C)(C)N(CCN(C(C)C)C(C)C)C(C)C N,N,N',N'-tetraisopropylethylenediamine